C(C1=CC=CC=C1)OC(=O)NS(=O)(=O)N([C@@H](CC(C)C)C(=O)OC)C(=O)OC(C)(C)C Methyl N-(N-((benzyloxy)carbonyl)sulfamoyl)-N-(tert-butoxycarbonyl)-L-leucinate